(1S,2R,3S,4R)-4-{4-amino-5-bromopyrrolo[2,3-d]pyrimidin-7-yl}-2,3-dihydroxy-N-[(3R)-piperidin-3-ylmethyl]cyclopentane-1-carboxamide NC=1C2=C(N=CN1)N(C=C2Br)[C@H]2[C@@H]([C@@H]([C@H](C2)C(=O)NC[C@H]2CNCCC2)O)O